6-(2,4-dimethoxypyrimidin-5-yl)-3-fluoro-8-[(1S,2S)-2-(2-pyridyl)cyclopropyl]imidazo[1,2-b]pyridazine COC1=NC=C(C(=N1)OC)C=1C=C(C=2N(N1)C(=CN2)F)[C@@H]2[C@H](C2)C2=NC=CC=C2